N1(CCC1)C(=O)N1[C@H]([C@H](CC1)NS(=O)(=O)C)CC=1C(=C(C=CC1)C1=CC(=CC=C1)F)F N-((2S,3S)-1-(Azetidin-1-ylcarbonyl)-2-((2,3'-difluorobiphenyl-3-yl)methyl)pyrrolidin-3-yl)methansulfonamid